C(CCCCCCCCCCC)(=O)NC(CCCCCCCCCCC)=O N-dodecanoyldodecanamide